dimethyloctadecyl-[3-(triethoxysilyl)propyl] bromide CC(CCCCCCCCCCCCCCCCC)(C(CCBr)[Si](OCC)(OCC)OCC)C